6-(6-(((1S,2S,3R,5R)-2-fluoro-8-methyl-8-azabicyclo[3.2.1]octan-3-yl)(methyl)amino)pyridazin-3-yl)-7-hydroxy-3-methylquinazolin-4(3H)-one F[C@H]1[C@@H]2CC[C@H](C[C@H]1N(C1=CC=C(N=N1)C=1C=C3C(N(C=NC3=CC1O)C)=O)C)N2C